C(C)(C)(C)C=1C(=C(C=CC1)P[C-]1C=CC=C1)C(C)(C)C.[C-]1(C=CC=C1)PC1=C(C(=CC=C1)C(C)(C)C)C(C)(C)C.[Fe+2] bis(di-tert-butylphenylphosphino)ferrocene